ClC1=C(C=C2C(=C(N(C2=C1F)C)C1=NNC(=N1)[C@@H](C)NCCOC)N1C=NC=C1)OC (R)-1-(3-(6-chloro-7-fluoro-3-(1H-imidazol-1-yl)-5-methoxy-1-methyl-1H-indol-2-yl)-1H-1,2,4-triazol-5-yl)-N-(2-methoxyethyl)ethan-1-amine